5,6,7,8-tetrahydroimidazo[1,2-a]pyridine-7-carboxylic acid N=1C=CN2C1CC(CC2)C(=O)O